vinyl pelargonate C(CCCCCCCC)(=O)OC=C